5-(2-chloro-5-(isobutyrylaminomethyl)benzoylamino)-N-(4-chlorophenyl)-1-methyl-1H-indole-2-carboxamide ClC1=C(C(=O)NC=2C=C3C=C(N(C3=CC2)C)C(=O)NC2=CC=C(C=C2)Cl)C=C(C=C1)CNC(C(C)C)=O